C(CCC=CCC=CCC=CCC=CCC=CCC=CCC)(=O)OC1=CC(=CC(=C1)O[Si](C(C)C)(C(C)C)C(C)C)\C=C\C1=CC=C(C=C1)OC(C)=O 3-((E)-4-acetoxystyryl)-5-((triisopropylsilyl)oxy)phenyl docosa-4,7,10,13,16,19-hexaenoate